C(CCC)N1N=C(C(=C1Cl)C=O)C 1-BUTYL-5-CHLORO-3-METHYL-1H-PYRAZOLE-4-CARBALDEHYDE